2-([1-[(2-Chlorophenyl)methyl]-5-[3-(dimethylamino)phenyl]-1H-pyrazol-3-yl]methoxy)-2-methylpropionic acid ClC1=C(C=CC=C1)CN1N=C(C=C1C1=CC(=CC=C1)N(C)C)COC(C(=O)O)(C)C